CC1(OB(OC1(C)C)C1=CC2=C(C=C1)N1C(SC3=C(C1=O)C=CC=C3)=N2)C 8-(4,4,5,5-Tetramethyl-1,3,2-dioxaborolan-2-yl)benz-imidazolo[2,1-b][1,3]benzothiazin-12-on